3-acetyl-2,2-dimethyl-cyclopropanecarboxylic acid ethyl ester C(C)OC(=O)C1C(C1C(C)=O)(C)C